(2S,4R)-4-hydroxy-1-[(2R)-3-methyl-2-[3-(4-piperidylmethoxy)isoxazol-5-yl]butanoyl]-N-[(1S)-1-[4-(2-methylpyrazol-3-yl)phenyl]ethyl]pyrrolidine-2-carboxamide O[C@@H]1C[C@H](N(C1)C([C@H](C(C)C)C1=CC(=NO1)OCC1CCNCC1)=O)C(=O)N[C@@H](C)C1=CC=C(C=C1)C=1N(N=CC1)C